C12=CC=C(N1)C=C1C=CC(=N1)C=C1C=CC(N1)=CC=1C3=C(C(N1)=C2)C=CC=N3.[Co] cobalt pyridoporphyrin